N-(2-cyano-6-methoxyphenyl)-4-(5-((1S,2S)-2-fluorocyclopropyl)-1,2,4-oxadiazol-3-yl)-4-methylpiperidine-1-carboxamide C(#N)C1=C(C(=CC=C1)OC)NC(=O)N1CCC(CC1)(C)C1=NOC(=N1)[C@H]1[C@H](C1)F